C(C)(C)(C)N1CC(=C(C(=C1[2H])[2H])Cl)[2H] N-(tert-butyl)-4-chloropyridine-3,5,6-d3